C(N)(OC1=C(C2=CC=C(C(=C2C(=C1)B1OC(C(O1)(C)C)(C)C)C#C[Si](C(C)C)(C(C)C)C(C)C)F)C(C)(C)C)=O tert-butyl(6-fluoro-4-(4,4,5,5-tetramethyl-1,3,2-dioxaborolan-2-yl)-5-((triisopropylsilyl) ethynyl) naphthalen-2-yl) carbamate